Cl.FC(C=1C=C(C=C(C1)C(F)(F)F)N(C(=O)N(C)[C@@H]1CNC[C@H]1C1=CC=C(C=C1)F)C)(F)F |o1:18,22| 1-[3,5-bis(trifluoromethyl)phenyl]-3-[(3S*,4R*)-4-(4-fluorophenyl)pyrrolidin-3-yl]-1,3-dimethylurea monohydrochloride